5,6-dihydro-4H-cyclopenta[c]pyrazol-4-ol N=1NC=C2C1CCC2O